C(C)C=1C=C(CC(C1)(C)CC)C 3,5-diethyl-1,5-dimethyl-1,3-cyclohexadiene